The molecule is a resolvin that is (6Z,8E,10E,14Z,16E)-icosa-6,8,10,14,16-pentaenoic acid which is substituted at positions 5, 12 and 18 by hydroxy groups (the 5S,12R,18R stereoisomer). It has a role as an anti-inflammatory agent and a human xenobiotic metabolite. It is a nonclassic icosanoid, a long-chain fatty acid, a resolvin, a triol and a hydroxy polyunsaturated fatty acid. It is a conjugate acid of a resolvin E1(1-). CC[C@H](/C=C/C=C\\C[C@H](/C=C/C=C/C=C\\[C@H](CCCC(=O)O)O)O)O